C1N(CC2=CC=CC=C12)C(CSC=1SC(=CC1)CO)=O 1-(1,3-dihydro-2H-isoindol-2-yl)-2-{[5-(hydroxymethyl)thiophen-2-yl]sulfanyl}ethanone